COCC(C)(C)NC(=O)[C@@H]1CN(CC[C@H]1NC(=O)C1=NOC(=C1)C1=C(C=C(C=C1F)F)F)C1C(CCC1)C (3R,4R)-1-(2-methyl-cyclopentyl)-4-{[5-(2,4,6-trifluoro-phenyl)-isoxazole-3-carbonyl]-amino}-piperidine-3-carboxylic acid (2-methoxy-1,1-dimethyl-ethyl)-amide